2-(3,4-dichlorophenyl)-N-((2-(2,6-dioxopiperidin-3-yl)-1-oxoisoindolin-5-yl)methyl)-2-oxoacetamide ClC=1C=C(C=CC1Cl)C(C(=O)NCC=1C=C2CN(C(C2=CC1)=O)C1C(NC(CC1)=O)=O)=O